3-chloro-2-(4-hydroxyphenoxy)-5-trifluoromethyl-pyridine ClC=1C(=NC=C(C1)C(F)(F)F)OC1=CC=C(C=C1)O